C(=O)(O)C1=C(C=CC=C1)NCC(=O)[C@H](O)[C@H](O)CO 1-(2-carboxyphenylamino)-1-deoxy-D-ribulose